FC(S(=O)(=O)OC1=CC(=CC2=CC=C(C(=C12)C#C[Si](C(C)C)(C(C)C)C(C)C)F)N=C(C1=CC=CC=C1)C1=CC=CC=C1)(F)F 3-[(diphenylmethylidene) amino]-7-fluoro-8-[2-(triisopropylsilyl)ethynyl]naphthalen-1-yl trifluoromethanesulfonate